FC1=CC(=C(C=C1F)NC1=NC(=NC=N1)NC=1C(=CC(=C(C1)NC(C=C)=O)N1[C@@H]2[C@H](CC1)CN(C2)C)OC)C(C)(CC)O N-(5-(4-(4,5-difluoro-2-(2-hydroxybutan-2-yl)phenyl-amino)-1,3,5-triazin-2-ylamino)-4-methoxy-2-((3aR,6aR)-5-methylhexahydropyrrolo[3,4-b]pyrrol-1(2H)-yl)phenyl)acrylamide